C(C)(=O)N1CC(CC1)C=1C=CC(=NC1)C1=NN=C(O1)CC(C(=O)NC1=CC=C(C=C1)F)C1=C(C=C(C=C1)C(F)(F)F)C(F)(F)F ((5-(5-(1-acetylpyrrolidin-3-yl)pyridin-2-yl)-1,3,4-oxadiazol-2-yl)methyl)-2-(2,4-bis(trifluoromethyl)phenyl)-N-(4-fluorophenyl)acetamide